C(C)(C)C1=C(NC2=CC=C(C=C12)C1CCN(CC1)C1CCS(CC1)(=O)=O)C=1C=C2C=CC=NC2=C(C1)C 4-(4-(3-isopropyl-2-(8-methylquinolin-6-yl)-1H-indol-5-yl)piperidin-1-yl)tetrahydro-2H-thiopyran 1,1-dioxide